CC(=O)N[Si](C)(C)C N-(trimethylsilyl)acetamide